1-(1-(azetidin-3-yl)piperidin-4-yl)-3-(3-fluoro-4-phenoxyphenyl)-1H-pyrazolo[3,4-d]pyrimidin-4-amine N1CC(C1)N1CCC(CC1)N1N=C(C=2C1=NC=NC2N)C2=CC(=C(C=C2)OC2=CC=CC=C2)F